2,2,7-trifluoro-3-oxo-6-(2,3,5,6-tetrafluorophenyl)-2,3-dihydrO-4H-benzo[b][1,4]oxazin FC1(C(NC2=C(O1)C=C(C(=C2)C2=C(C(=CC(=C2F)F)F)F)F)=O)F